CCC(C#C)O 4-methyl-1-butyn-3-ol